C(C)(C)(C)OC(=O)N1CCC2(CC(C2)COCC2=C(C=C(C(=C2)F)Br)Cl)CC1 2-(((4-bromo-2-chloro-5-fluorobenzyl)oxy)methyl)-7-azaspiro[3.5]nonane-7-carboxylic acid tert-butyl ester